tert-Butyl 4-(4-cyanophenyl)-4-hydroxyazepane-1-carboxylate C(#N)C1=CC=C(C=C1)C1(CCN(CCC1)C(=O)OC(C)(C)C)O